5-amino-N-((5-(2-chloro-6-fluorophenyl)pyridin-2-yl)methyl)-6-methyl-N-(5,6,7,8-tetrahydroquinolin-8-yl)-1H-pyrrolo[3,2-b]pyridine-2-carboxamide NC1=C(C=C2C(=N1)C=C(N2)C(=O)N(C2CCCC=1C=CC=NC21)CC2=NC=C(C=C2)C2=C(C=CC=C2F)Cl)C